C(C)(C)(C)C=1C=C(C=C(C1O)C(C)(C)C)OC(CC)=O.ClC=1C=2C(=CNC2C2=C(C1)CN(S(N2)(=O)=O)CC2CN(C2)C(C)=O)Cl 1-(3-((6,7-dichloro-2,2-dioxido-4,9-dihydro-[1,2,6]thiadiazino[4,3-g]indol-3(1H)-yl)methyl)azetidin-1-yl)ethan-1-one (3,5-di-tert-butyl-4-hydroxyphenyl)propionate